(R)-1-(((3-(3,3-difluorobutyl)-7-((3,3-difluorocyclobutyl)thio)-2-methyl-1,1-dioxido-5-phenyl-2,3,4,5-tetrahydrobenzo[f][1,2,5]thiadiazepin-8-yl)oxy)methyl)cyclopropanecarboxylic acid FC(CC[C@H]1N(S(C2=C(N(C1)C1=CC=CC=C1)C=C(C(=C2)OCC2(CC2)C(=O)O)SC2CC(C2)(F)F)(=O)=O)C)(C)F